CC(=CCC/C(=C/CC/C(=C/CC/C(=C/CC/C(=C/CC/C(=C/CC/C(=C/CC/C(=C/CC/C(=C/CC/C(=C/CC/C(=C/CC/C(=C/CC/C(=C/COP(=O)([O-])OP(=O)([O-])[O-])/C)/C)/C)/C)/C)/C)/C)/C)/C)/C)/C)/C)C The molecule is an all-trans-polyprenyl diphosphate(3-) arising from deprotonation of the diphosphate OH groups of all-trans-tridecaprenyl diphosphate; major species at pH 7.3. It is a conjugate base of an all-trans-tridecaprenyl diphosphate.